CC=1C=C(C=CC1C)C=1NC(C=2N(C1)N=C(C2C(C)C)C(=O)O)=O 6-(3,4-Dimethylphenyl)-4-oxo-3-(propan-2-yl)-4,5-dihydropyrazolo[1,5-a]pyrazine-2-carboxylic acid